C1(CCCC1)C1=NC2=CC=CC=C2C(N1)=O 2-cyclopentyl-quinazolin-4(3H)-one